FC1=C(C=CC(=C1)F)C=1N=C(SC1)N[C@@H](CC1=CC=C(C=C1)NS(=O)(=O)O)C=1N=C(SC1)C=1SC=CC1 4-{(S)-2-[4-(2,4-difluorophenyl)thiazol-2-ylamino]-2-[2-(thien-2-yl)thiazol-4-yl]Ethyl}phenylaminosulfonic acid